4-bromo-3-(3,3-difluoroazetidine-1-carbonyl)benzonitrile BrC1=C(C=C(C#N)C=C1)C(=O)N1CC(C1)(F)F